(S)-N-cyclopropyl-1-(4-((1-(5-(3,5-difluorophenyl)-4,5-dihydro-1H-pyrazole-1-carbonyl)azetidin-3-yl)oxy)-5-fluoropyridin-2-yl)-3,5-dimethyl-1H-pyrazole-4-carboxamide C1(CC1)NC(=O)C=1C(=NN(C1C)C1=NC=C(C(=C1)OC1CN(C1)C(=O)N1N=CC[C@H]1C1=CC(=CC(=C1)F)F)F)C